FC1=CC=C(C=C1)C1=C(CCC(C1)(C)C)CN1C2CN(CC1C2)CC=2C=C1CN(C(C1=CC2)=O)C2C(NC(CC2)=O)=O 3-(5-((6-((4'-fluoro-5,5-dimethyl-3,4,5,6-tetrahydro-[1,1'-biphenyl]-2-yl)methyl)-3,6-diazabicyclo[3.1.1]heptan-3-yl)methyl)-1-oxoisoindolin-2-yl)piperidine-2,6-dione